C(C)O[Si](CCC(CCSSSSCCC(CC[Si](OCC)(OCC)OCC)C(N(C)C)=S)C(N(C)C)=S)(OCC)OCC 2-triethoxysilylethyl-N,N-dimethylthiocarbamoylpropyl tetrasulfide